3-(2-[2-cyclopropyl-3-methylimidazo[4,5-c]pyridin-6-yl]ethynyl)-1-[(3S,5R)-5-(methoxymethyl)-1-(prop-2-enoyl)pyrrolidin-3-yl]-5-(methylamino)pyrazole-4-carboxamide C1(CC1)C1=NC2=C(C=NC(=C2)C#CC2=NN(C(=C2C(=O)N)NC)[C@@H]2CN([C@H](C2)COC)C(C=C)=O)N1C